7-bromo-6-fluoro-1-methyl-1,5-dihydro-4H-pyrazolo[4,3-c]quinolin-4-one BrC=1C=CC=2C3=C(C(NC2C1F)=O)C=NN3C